C(=CCCCCCC)[C@@H]1C(=O)OC(C1)=O |r| (+/-)-2-octen-1-ylsuccinic anhydride